FC1=C(C=C(C(=O)NCC=2C=NN(C2)C)C=C1)NS(=O)(=O)C1=CC=C(C=C1)C 4-fluoro-N-((1-methyl-1H-pyrazol-4-yl)methyl)-3-((4-methylphenyl)sulfonylamino)benzamide